C(C1=CC=CC=C1)N1N=C(C(N(C1=O)CC1=CC=CC=C1)=O)[Si](C)(C)C(C)(C)C 2,4-dibenzyl-6-(tert-butyldimethylsilyl)-1,2,4-triazine-3,5(2H,4H)-dione